[2-[[(1S)-2-[(1S,2S)-2-[4-fluoro-2-(trifluoromethyl) phenyl]-1-methyl-propoxy]-1-methyl-2-oxo-ethyl] carbamoyl]-4-methoxy-3-pyridinyl] 2-methylpropionate CC(C(=O)OC=1C(=NC=CC1OC)C(N[C@H](C(=O)O[C@H]([C@@H](C)C1=C(C=C(C=C1)F)C(F)(F)F)C)C)=O)C